ClC=1C=C2C(=CC1)N(C(C21CCNCC1)=O)COCC[Si](C)(C)C 5-chloro-1-{[2-(trimethylsilyl)ethoxy]methyl}spiro[indoline-3,4'-piperidin]-2-one